ClC=1C(=CC(=C(C1)NC(=O)C1[C@@H]2CC=3C(=NNC(C3)=O)[C@@H]1CC2)F)C=2C=NC=C(C2)OC (6S,9R)-N-(5-chloro-2-fluoro-4-(5-methoxypyridin-3-yl)phenyl)-3-oxo-3,5,6,7,8,9-hexahydro-2H-6,9-methano-cyclohepta[c]pyridazine-10-carboxamide